BrC1=NC=C(C=C1COCCCC1=NC(=CC=C1)Cl)OC 2-bromo-3-((3-(6-chloropyridin-2-yl)propoxy)methyl)-5-methoxypyridine